5-(chloromethyl)pyridine-3-carbonitrile hydrochloride Cl.ClCC=1C=C(C=NC1)C#N